3-Dodecyl-1-(9H-fluoren-2-yl)-2H-imidazol-3-ium hexafluorophosphate F[P-](F)(F)(F)(F)F.C(CCCCCCCCCCC)[NH+]1CN(C=C1)C1=CC=2CC3=CC=CC=C3C2C=C1